BrC=1C=NC(=NC1)NC(C)(C)C1=CC=C(C=C1)F (5-bromopyrimidin-2-yl)[1-(4-fluorophenyl)-isopropyl]amine